ClC1=C(C=C(C(=C1)F)C1=NC(C2=CC=CC=C12)=O)SSC=1C=C(C(=CC1Cl)F)C1=NC(C2=CC=CC=C12)=O 2'-(dithiobis(4-chloro-6-fluoro-3,1-phenylene))bis(isoindol-1-one)